4-chloro-N-(4-((3-hydroxypiperidin-1-yl)methyl)phenyl)benzamide ClC1=CC=C(C(=O)NC2=CC=C(C=C2)CN2CC(CCC2)O)C=C1